FC=1C=C2C=C(NC2=CC1CNC(=O)C=1N=C2N(C(C1)=O)C=CC=C2)CN2C(C[C@@H](CC2)C)(C)C (R)-N-((5-fluoro-2-((2,2,4-trimethylpiperidin-1-yl)methyl)-1H-indol-6-yl)methyl)-4-oxo-4H-pyrido[1,2-a]pyrimidine-2-carboxamide